tert-butyl (E)-3-(5-fluoro-1-tosyl-1H-pyrrolo[2,3-b]pyridin-3-yl)acrylate FC=1C=C2C(=NC1)N(C=C2/C=C/C(=O)OC(C)(C)C)S(=O)(=O)C2=CC=C(C)C=C2